2-hydroxy-6-methoxy-2-methyl-1,2,3,4-tetrahydronaphthalen-1-one OC1(C(C2=CC=C(C=C2CC1)OC)=O)C